Heptadecyl-resorcinol C(CCCCCCCCCCCCCCCC)C1=C(O)C=CC=C1O